NC1CCN(CC1)C1=C(C=NC2=CC=C(C=C12)C=1C(=C(C#N)C=CC1)O)C1=CC(=CC(=C1)F)F 3-[4-(4-aminopiperidin-1-yl)-3-(3,5-difluorophenyl)quinolin-6-yl]-2-hydroxybenzonitrile